C(C)(C)(C)OC(=O)CN1CCNCCCN(CCN(CCC1)CCCSSCCCCCCCCCCNC(=O)OC(C)(C)C)CC(=O)OC(C)(C)C 4,11-bis(tert-butoxycarbonylmethyl)-8-[3-((((tert-butoxycarbonyl)amino)decyl)disulfanyl)propyl]-1,4,8,11-tetraazacyclotetradecane